2-(4-((4-chloro-5-fluoropyridin-2-yl)methyl)piperazin-1-yl)-6-fluoro-4-isobutylbenzonitrile ClC1=CC(=NC=C1F)CN1CCN(CC1)C1=C(C#N)C(=CC(=C1)CC(C)C)F